1,3-bis(4-aminophenoxy)-benzene NC1=CC=C(OC2=CC(=CC=C2)OC2=CC=C(C=C2)N)C=C1